benzyl (S,Z)-3-(((benzyloxy)carbonyl)amino)-3,4,7,8-tetrahydroazocine-1(2H)-carboxylate C(C1=CC=CC=C1)OC(=O)N[C@@H]1CN(CC\C=C/C1)C(=O)OCC1=CC=CC=C1